C(CCC)OC1=C(C=CC=C1)NC(/C(=C/C1=CC=C(C=C1)OC)/C(F)(F)F)=O (Z)-N-(2-butoxyphenyl)-3-(4-methoxyphenyl)-2-(trifluoromethyl)acrylamide